(+/-)-{2-[(3,5-difluoro-4-{[3-(2-fluorophenyl)-1H-pyrrolo[2,3-b]pyridin-4-yl]oxy}phenyl)amino]-5-methyl-5,6-dihydro-4H-1,3-oxazin-5-yl}methanol FC=1C=C(C=C(C1OC1=C2C(=NC=C1)NC=C2C2=C(C=CC=C2)F)F)NC=2OC[C@@](CN2)(C)CO |r|